NC=1C2=C(N=CN1)N(C=C2C#CC=2C(=CC(=C(C2)NC(=O)N2OCC[C@@H]2C2=CC=CC=C2)F)C)CC (R)-N-(5-((4-amino-7-ethyl-7H-pyrrolo[2,3-d]pyrimidin-5-yl)ethynyl)-2-fluoro-4-methylphenyl)-3-phenylisoxazolidin-2-carboxamide